ClC=1C=C(C=CC1)C1=NOC(=C1)NC(CCC(=O)N1C=2N(CCC1)N=C(C2)OC)=O N-(3-(3-chlorophenyl)isoxazol-5-yl)-4-(2-methoxy-6,7-dihydropyrazolo[1,5-a]pyrimidin-4(5H)-yl)-4-oxobutanamide